C(C)(C)(C)OC(=O)N1C(CNCC1)CCC1=CC2=C(N(C(N2C)=O)C2C(NC(CC2)=O)=O)C=C1 (2-(1-(2,6-Dioxopiperidin-3-yl)-3-methyl-2-oxo-2,3-dihydro-1H-benzo[d]imidazol-5-yl)ethyl)piperazine-1-carboxylic acid tert-butyl ester